CC(=O)N[C@@H]1[C@H]([C@@H]([C@H](O[C@H]1OC[C@@H]2[C@@H]([C@@H]([C@H](C(O2)O)O)O)O)CO)O[C@H]3[C@@H]([C@H]([C@H]([C@H](O3)CO)O)O)O)O The molecule is an amino trisaccharide consisting of an N-acetyl-D-glucosamine flanked by two D-galactose residues in a linear sequence with (1->4) and (1->4) linkages. It is an amino trisaccharide and a glucosamine oligosaccharide.